2-(2-(4-chloropyridin-3-yl)-1H-imidazol-1-yl)ethan-1-ol ClC1=C(C=NC=C1)C=1N(C=CN1)CCO